ClC=1C2=C(N=CN1)N(C(=C2\C=N/O)C)C2(CC2)C (Z)-4-chloro-6-methyl-7-(1-methylcyclopropyl)-7H-pyrrolo[2,3-d]pyrimidine-5-formaldoxime